chromium (III) 1,3-butanedione C(CC(C)=O)=O.[Cr+3]